ClC1=CC=C(C=C1)N(C(=O)OCC1CCC(CC1)COCC(=O)O)C1=CC=CC=C1 2-(((1R,4R)-4-((((4-chlorophenyl)(phenyl)carbamoyl)oxy)methyl)cyclohexyl)methoxy)acetic acid